FC1=CC(=C(C=C1)C=1C2=C(C(=NC1C=1C=NN(C1)COCC[Si](C)(C)C)O)C=CS2)OCCOC 7-[4-fluoro-2-(2-methoxyethoxy)phenyl]-6-[1-(2-trimethylsilylethoxymethyl)pyrazol-4-yl]thieno[3,2-c]pyridin-4-ol